2-(4-(tert-butyl)phenyl)-4-(furan-2-ylmethylene)oxazol-5(4H)-one C(C)(C)(C)C1=CC=C(C=C1)C=1OC(C(N1)=CC=1OC=CC1)=O